C(C(C)C)N1C(=NC(=C1)[N+](=O)[O-])C1=CC(=CC=C1)OCC 1-isobutyl-2-(3-ethoxyphenyl)-4-nitroimidazole